COC1=C(C=C(C=N1)C=1CN(CCC1)C(=O)OC(C)(C)C)[N+](=O)[O-] tert-butyl 6'-methoxy-5'-nitro-5,6-dihydro-[3,3'-bipyridine]-1(2H)-carboxylate